biphenylhexaformyl chloride C1(=C(C(=C(C(=C1C(=O)Cl)C(=O)Cl)C(=O)Cl)C(=O)Cl)C(=O)Cl)C=1C(=CC=CC1)C(=O)Cl